BrC1=NN2C(N=C(C=C2C)C2=C(C=C(C=C2C)C(F)(F)F)O)=N1 (2-bromo-7-methyl-[1,2,4]triazolo[1,5-a]pyrimidin-5-yl)-3-methyl-5-(trifluoromethyl)phenol